[N+](=O)([O-])C1=C(C=C(C(=C1)OCC1=CC=CC=C1)OCC1=CC=CC=C1)CC#N 2-nitro-4,5-dibenzyloxyphenylacetonitrile